C1(CC1)C=1N=NN(N1)CC1=C(N=NN1C)C1=CC=C(C(=N1)C)O[C@@H]1C[C@H](CCC1)C(=O)O (1S,3S)-3-((6-(5-((5-cyclopropyl-2H-tetrazol-2-yl)methyl)-1-methyl-1H-1,2,3-triazol-4-yl)-2-methyl-pyridin-3-yl)oxy)cyclohexane-1-carboxylic acid